C(C1=CC=CC=C1)N1C[C@H](C[C@H](C1)O[Si](C)(C)C(C)(C)C)N (3S,5R)-1-benzyl-5-[tert-butyl(dimethyl)silyl]oxy-piperidin-3-amine